3-(5-(1-((1H-pyrazol-5-yl)methyl)piperidin-4-yl)-1-oxo-isoindolin-2-yl)piperidine-2,6-dione N1N=CC=C1CN1CCC(CC1)C=1C=C2CN(C(C2=CC1)=O)C1C(NC(CC1)=O)=O